tert-butyl 4-(4-((5-amino-7-methoxypyrazolo[1,5-c]quinazolin-2-yl)methyl)phenyl)piperazine-1-carboxylate NC1=NC=2C(=CC=CC2C=2N1N=C(C2)CC2=CC=C(C=C2)N2CCN(CC2)C(=O)OC(C)(C)C)OC